C(C1=CC=CC=C1)NCC=1N=C2N(C(=NC=3C(=CC=CC23)C=2C(=NOC2C)C)N)C1 2-((benzylamino)-methyl)-7-(3,5-dimethyl-isoxazol-4-yl)-imidazo[1,2-c]-quinazolin-5-amine